N1CCC(CC1)C=1C=CC=C2C(=CN=CC12)N1CNCCC1 [8-(4-piperidinyl)-4-isoquinolinyl]Hexahydropyrimidine